COC1=C(C=C(C=C1)OC)[C@@H](CCC)O (R)-1-(2,5-dimethoxyphenyl)butanol